NC=1C(=NC(=CC1)C=1SC=CC1)NC(C1=CN=C(C=C1)N1CCN(CC1)C)=O N-(3-amino-6-(thiophen-2-yl)pyridin-2-yl)-6-(4-methylpiperazin-1-yl)nicotinamide